C(C)(C)(C)C1N(CC[C@H]([C@H]1F)NC1=NN2C(C=N1)=C(N=C2C2=CC=C(C=C2)Cl)C)C(=O)O.O[C@]2(C(C)=O)CC[C@H]1[C@@H]3C[C@@H](C4=CCCC[C@]4(C)[C@H]3CC[C@]21C)C 17α-hydroxy-6α-methyl-pregna-4-en-20-one tert-butyl-(3R,4R)-4-{[7-(4-chlorophenyl)-5-methylimidazo[4,3-f][1,2,4]triazin-2-yl]amino}-3-fluoropiperidine-1-carboxylate